Cl[Si](C(C)C)(C)C chloro(dimethyl)isopropylsilane